COC(=O)C1(CC1)OC1=NC2=C(C=CN=C2C=C1OC)OC1=C(C=C(C=C1F)N)F 1-((8-(4-amino-2,6-difluorophenoxy)-3-methoxy-1,5-naphthyridin-2-yl)oxy)cyclopropane-1-carboxylic acid methyl ester